acryloyloxy ethyl-2-hydroxyethyl succinate C(CCC(=O)OCC(O)CC)(=O)OOC(C=C)=O